C1(CC1)[C@]1(C(NC(N1)=O)=O)CCC(=O)N1CC2=CC=C(C=C2C1)C(C)O (5s)-5-cyclopropyl-5-(3-(5-(1-hydroxyethyl)isoindolin-2-yl)-3-oxopropyl)imidazolidine-2,4-dione